(R,E)-2-cyano-N-(1-(3,4-difluorophenyl)ethyl)-3-(5-(1-methyl-1H-pyrazol-4-yl)-1H-pyrrolo[2,3-b]pyridin-3-yl)acrylamide C(#N)/C(/C(=O)N[C@H](C)C1=CC(=C(C=C1)F)F)=C\C1=CNC2=NC=C(C=C21)C=2C=NN(C2)C